MethoxyAzobenzene COC1=C(C=CC=C1)N=NC1=CC=CC=C1